N,6-dimethyl-5-(4-((3-methyl-2,4-dioxo-5-vinyl-1,2,3,4-tetrahydroquinazolin-7-yl)methyl)piperazin-1-yl)picolinamide CNC(C1=NC(=C(C=C1)N1CCN(CC1)CC1=CC(=C2C(N(C(NC2=C1)=O)C)=O)C=C)C)=O